C(C1=CC=CC=C1)OC(=O)N[C@@H](C(=O)OCC1=CC=CC=C1)CNC(C1=CC(=CC(=C1)F)C=1C(=NC=CC1C(F)(F)F)CC)=O (R)-benzyl 2-(((benzyloxy)carbonyl)amino)-3-(3-(2-ethyl-4-(trifluoromethyl)pyridin-3-yl)-5-fluorobenzamido)propanoate